N-((1-(2,6-dioxopiperidin-3-yl)-2-oxo-1,2,6,7,8,8a-hexahydrobenzo[cd]indol-4-yl)methyl)caproamide O=C1NC(CCC1N1C(C2=C3C(CCCC13)=CC(=C2)CNC(CCCCC)=O)=O)=O